S(=O)(=O)(OC)O O-methyl hydrogen sulfate